COC=1C=CC(=C2C(=CNC12)C)CNC1=CN=C2C(=N1)N=C(C=C2)NC2CC(C2)O 3-[(3-{[(7-methoxy-3-methyl-1H-indol-4-yl)methyl]amino}pyrido[2,3-b]pyrazin-6-yl)amino]cyclobutan-1-ol